2-(3,5-dichloro-4-(4-hydroxy-3-isopropylbenzyl)phenoxy)-N-(pyridin-4-yl)acetamide ClC=1C=C(OCC(=O)NC2=CC=NC=C2)C=C(C1CC1=CC(=C(C=C1)O)C(C)C)Cl